BrC=1C(=C(C=CC1)NC=1C2=C(N=CN1)C=CC(=N2)N2CC(CC2)NC(OC(C)(C)C)=O)F tert-Butyl (1-(4-((3-bromo-2-fluorophenyl)amino)pyrido[3,2-d]pyrimidin-6-yl)pyrrolidin-3-yl)carbamate